N-neopentyl-7H-pyrrolo[2,3-d]pyrimidin-2-amine C(C(C)(C)C)NC=1N=CC2=C(N1)NC=C2